(R)-N-(1-(5-cyano-3-fluoropyridin-2-yl)ethyl)-2-(5,6-difluoro-2,4-dioxo-1,4-dihydroquinazolin-3(2H)-yl)acetamide C(#N)C=1C=C(C(=NC1)[C@@H](C)NC(CN1C(NC2=CC=C(C(=C2C1=O)F)F)=O)=O)F